C1CCC2=C(C=3CCCC3C=C12)NC(=O)N(S(=O)(=N)C=1C=NN2C1OC(C2)C)C(C2=CC=CC=C2)(C2=CC=CC=C2)C2=CC=CC=C2 N-((1,2,3,5,6,7-hexahydro-s-indacen-4-yl)carbamoyl)-2-methyl-N-trityl-2,3-dihydropyrazolo[5,1-b]oxazole-7-sulfonimidamide